3-Methyl-N-{2-[5-(oxan-4-yloxy)pyridin-2-yl]-1,3-thiazol-5-yl}pyridin-2-amine CC=1C(=NC=CC1)NC1=CN=C(S1)C1=NC=C(C=C1)OC1CCOCC1